C(#N)/C(/C(=O)NC1CCC(CC1)NC(=O)C=1SC=2N=CC=C3N(C(NC1C23)=O)C2=C(C=C(C=C2)OC2=CC=CC=C2)C)=C\C2CC2 N-((1S,4S)-4-((E)-2-Cyano-3-cyclopropylacrylamido)cyclohexyl)-5-(2-methyl-4-phenoxyphenyl)-4-oxo-4,5-dihydro-3H-1-thia-3,5,8-triazaacenaphthylene-2-carboxamide